ethyl 3-bromo-6-(bromomethyl)-2-fluorobenzoate BrC=1C(=C(C(=O)OCC)C(=CC1)CBr)F